C[C@@H]1O[C@@H](CN(C1)CC(=O)N1CC2=C(CC1)N=C(N2)C2=NNC1=CC(=CC(=C21)F)C2=C(C=C(C(=C2)F)O)CC)C Cis-2-(2,6-dimethylmorpholino)-1-(2-(6-(2-ethyl-5-fluoro-4-hydroxyphenyl)-4-fluoro-1H-indazol-3-yl)-6,7-dihydro-3H-imidazo[4,5-c]pyridin-5(4H)-yl)ethanone